CN(C)CC1=NC(=CC=C1N1CCC(CC1)(O)COCCCCCCCC(=O)O)NC1=C2C(NCC2=C(C=C1)C1=CN=C2N1C=CC(=C2)F)=O 8-[(1-{2-[(dimethylamino)methyl]-6-[(7-{7-fluoroimidazo[1,2-a]pyridin-3-yl}-3-oxo-1,2-dihydroisoindol-4-yl)amino]pyridin-3-yl}-4-hydroxypiperidin-4-yl)methoxy]octanoic acid